(Z)-4-amino-8-bromo-5,5-dimethyl-benzo[h]quinazolin-6-one oxime NC1=NC=NC=2C3=C(\C(\C(C12)(C)C)=N/O)C=C(C=C3)Br